(+/-)-2-[5-(aminomethyl)-1,3-thiazol-2-yl]-N-[(3R,4S)-3-fluoro-1-methylpiperidin-4-yl]-1-(2,2,2-trifluoroethyl)-1H-indol-4-amine NCC1=CN=C(S1)C=1N(C=2C=CC=C(C2C1)N[C@@H]1[C@@H](CN(CC1)C)F)CC(F)(F)F |r|